(1R,3S,4R)-N-((R)-1-cyano-2-((S)-2-oxopyrrolidin-3-yl)ethyl)-5,5-difluoro-2-((2,2,2-trifluoroacetyl)-L-leucyl)-2-azabicyclo[2.2.2]octane-3-carboxamide C(#N)[C@@H](C[C@H]1C(NCC1)=O)NC(=O)[C@H]1N([C@H]2CC([C@@H]1CC2)(F)F)C([C@@H](NC(C(F)(F)F)=O)CC(C)C)=O